ClC1=NN(C=C1C1=NC=CC(=N1)NC=1N=CC2=C(C=CC(=C2C1)C(C)C)N1[C@@H]([C@H](C1)N(S(=O)(=O)C)C)C)C([2H])([2H])[2H] N-((2R,3S)-1-(3-((2-(3-chloro-1-(methyl-d3)-1H-pyrazol-4-yl)pyrimidin-4-yl)amino)-5-isopropylisoquinolin-8-yl)-2-methylazetidin-3-yl)-N-methylmethanesulfonamide